ClC=1C(=CC=2C3=C(C(=NC2C1F)NCC(=O)O)CN([C@H]3C)C(COC)=O)OC 2-[[(1S)-7-chloro-6-fluoro-8-methoxy-2-(2-methoxyacetyl)-1-methyl-1,3-dihydropyrrolo[3,4-c]quinolin-4-yl]amino]acetic acid